6-[4-[(S or R)-(3,4-Dimethoxyphenyl)-(3-pyridyl)methyl]piperidine-1-carbonyl]-4H-1,4-benzoxazin-3-one COC=1C=C(C=CC1OC)[C@H](C1CCN(CC1)C(=O)C=1C=CC2=C(NC(CO2)=O)C1)C=1C=NC=CC1 |o1:10|